C12(CC3CC(CC(C1)C3)C2)C(C(=O)NCC2(CCNCC2)C)(C=2SC(=CC2)C)O 2-(adamantan-1-yl)-2-hydroxy-2-(5-methylthiophene-2-yl)-N-(1-(4-methylpiperidin-4-yl)methyl)acetamide